(1S,2S,5S)-5-(((7-fluoroquinolin-6-yl)methyl)amino)-2-((imidazo[1,2-a]pyridin-8-ylmethyl)amino)cyclohexan-1-ol FC1=C(C=C2C=CC=NC2=C1)CN[C@H]1CC[C@@H]([C@H](C1)O)NCC=1C=2N(C=CC1)C=CN2